2-(2,4-Difluorophenoxy)-2-methyl-1-(4-((4-(methylsulfonyl)phenyl)sulfonyl)piperazin-1-yl)propan-1-one FC1=C(OC(C(=O)N2CCN(CC2)S(=O)(=O)C2=CC=C(C=C2)S(=O)(=O)C)(C)C)C=CC(=C1)F